Tert-Butyl (3R)-2'-[(trifluoromethanesulfonyl)oxy]-5',6'-dihydrospiro[pyrrolidine-3,4'-pyrrolo[1,2-b]pyrazole]-1-carboxylate FC(S(=O)(=O)OC=1C=C2N(N1)CC[C@]21CN(CC1)C(=O)OC(C)(C)C)(F)F